tert-Butyl N-[2-(methoxy(methyl)amino)-2-oxo-ethyl]carbamate CON(C(CNC(OC(C)(C)C)=O)=O)C